BrC1=CC=C(C2=NSN=C21)C2=CC=NC=C2 4-bromo-7-(pyridine-4-yl)benzo[c][1,2,5]thiadiazole